3-(2-((((cyclohexyloxy)carbonyl)oxy)methoxy)-2,2-diphenylacetoxy)spiro[bicyclo[3.2.1]octane-8,1'-pyrrolidin]-8-ium 2,2,2-trifluoroacetate Sodium cyclohexylcarbonate C1(CCCCC1)OC([O-])=O.[Na+].FC(C(=O)[O-])(F)F.C1(CCCCC1)OC(=O)OCOC(C(=O)OC1CC2CCC(C1)[N+]21CCCC1)(C1=CC=CC=C1)C1=CC=CC=C1